(2R)-N-((S)-(3-chloro-2,4-difluorophenyl)(6-(2,2,2-trifluoroethoxy)pyridin-3-yl)methyl)-2-methyl-3-oxopiperazine-1-carboxamide ClC=1C(=C(C=CC1F)[C@@H](NC(=O)N1[C@@H](C(NCC1)=O)C)C=1C=NC(=CC1)OCC(F)(F)F)F